3-amino-4-(3-boronopropyl)-1-(2-(piperidin-1-yl)ethyl)pyrrolidine-3-carboxylic acid NC1(CN(CC1CCCB(O)O)CCN1CCCCC1)C(=O)O